C1(=CC=CC=2CCCCC12)OCC(CNCC1=CC=C(C=C1)C(F)(F)F)O (5,6,7,8-tetrahydronaphthalen-1-yloxy)-3-({[4-(trifluoromethyl)phenyl]methyl}amino)propan-2-ol